NC[C@@]1([C@@H]2CCN(C[C@H]12)C1=CN=C2C(=N1)NN=C2C=2C(=C1C(C(NC1=CC2)=O)(F)F)Cl)C2=C(C=CC=C2)F 5-(6-((1S,6R,7R)-7-(aminomethyl)-7-(2-fluorophenyl)-3-azabicyclo[4.1.0]heptan-3-yl)-1H-pyrazolo[3,4-b]pyrazin-3-yl)-4-chloro-3,3-difluoroindolin-2-one